OC1CC[C@H]2[C@@H]3CCC4=CC5(SCCS5)CC[C@@H]4[C@H]3[C@H](C[C@]12C)C1=CC=C(C=C1)NC(OC(C)(C)C)=O tert-butyl (4-((8R,9S,10R,11S,13S,14S)-17-hydroxy-13-methyl-1,2,6,7,8,9,10,11,12,13,14,15,16,17-tetradecahydrospiro[cyclopenta[a]phenanthrene-3,2-[1,3]dithiolan]-11-yl)phenyl)carbamate